ClC1=NC=C2C=C(C(N(C2=C1)CCCN1CCOCC1)=O)C1=CC(=CC(=C1)OC)OC 7-chloro-3-(3,5-dimethoxyphenyl)-1-(3-morpholinopropyl)-1,6-naphthyridin-2(1H)-one